(2R,3R,4S,5R,6R)-2-(hydroxymethyl)-4-(4-(3,4,5-trifluorophenyl)-1H-1,2,3-triazol-1-yl)-1-oxa-8-azaspiro[5.5]undecane-3,5-diol OC[C@H]1O[C@@]2([C@@H]([C@H]([C@H]1O)N1N=NC(=C1)C1=CC(=C(C(=C1)F)F)F)O)CNCCC2